[4-[2-(4-aminocyclohexyl)-3H-imidazo[4,5-b]pyridin-7-yl]-1-piperidyl]-[4-(trifluoromethoxy)phenyl]methanone NC1CCC(CC1)C1=NC=2C(=NC=CC2C2CCN(CC2)C(=O)C2=CC=C(C=C2)OC(F)(F)F)N1